C1(CC1)C1=NC=NC(=C1C1=NC=C(C(=C1)C(C)(O)C1=CC=C(C=C1)C=1N(C=C(N1)C(F)(F)F)C)OC)OC([2H])([2H])[2H] 1-(2-(4-Cyclopropyl-6-(methoxy-d3)pyrimidin-5-yl)-5-methoxypyridin-4-yl)-1-(4-(1-methyl-4-(trifluoromethyl)-1H-imidazol-2-yl)phenyl)ethan-1-ol